N1=C(C=CC=C1)SSC1=C(C(=O)O)C=CC=C1 2-(2-pyridyldithio)benzoic acid